CC1(OB(OC1(C)C)C1=CC=C(C=C1)N1CCN(CC1)CC1=CC=C(C#N)C=C1)C 4-((4-(4-(4,4,5,5-tetramethyl-1,3,2-dioxaborolan-2-yl)phenyl)piperazin-1-yl)methyl)benzonitrile